(3R)-1-[2-[4-[3-[1-(5-chloropyrimidin-2-yl)-4-piperidyl]propoxy]-2-fluoro-phenyl]acetyl]-N-[2-hydroxy-1,1-bis(hydroxymethyl)ethyl]pyrrolidine-3-carboxamide ClC=1C=NC(=NC1)N1CCC(CC1)CCCOC1=CC(=C(C=C1)CC(=O)N1C[C@@H](CC1)C(=O)NC(CO)(CO)CO)F